(3AR,7aS)-2-(6-bromoquinazolin-2-yl)octahydro-1H-4,7-epoxyisoindole BrC=1C=C2C=NC(=NC2=CC1)N1C[C@H]2C3CCC([C@H]2C1)O3